NC1CN(CC12CC2)C(=O)C2=CC(=C(C(=O)NC)C=C2)C 4-{7-amino-5-azaspiro[2.4]heptane-5-carbonyl}-N,2-dimethylbenzamide